F[B-](F)(F)F.C1(CCCCC1)N(P(=[NH+]P(N(C)C1CCCCC1)(N(C)C1CCCCC1)N(C)C1CCCCC1)(N(C)C1CCCCC1)N(C)C1CCCCC1)C 1,1,1,3,3,3-hexakis(cyclohexyl(methyl)amino)-1λ5,3λ5-diphosphazenium tetrafluoroborate